FERRIC PHOSPHATE DIHYDRATE O.O.P(=O)([O-])([O-])[O-].[Fe+3]